FC=1C=C(C=C(C1)F)[C@@H]1N(OCC1)C1=CC(=NC=N1)NC1=CC=C(C=C1)N1CCN(CC1)C (R)-6-(3-(3,5-difluorophenyl)isoxazolidin-2-yl)-N-(4-(4-methylpiperazin-1-yl)phenyl)pyrimidine-4-amine